lithium diisopropylsulfide C(C)(C)SC(C)C.[Li]